2-((1r,2s)-1-(2-chloro-5-fluorophenyl)-1-(3,6-dimethylpyrazin-2-yl)propan-2-yl)-5-hydroxy-N-(isoxazol-4-yl)-1-methyl-6-oxo-1,6-dihydropyrimidine-4-carboxamide ClC1=C(C=C(C=C1)F)[C@@H]([C@H](C)C=1N(C(C(=C(N1)C(=O)NC=1C=NOC1)O)=O)C)C1=NC(=CN=C1C)C